11-(phenylthio)naphtho[2,3-b]benzofuran C1(=CC=CC=C1)SC1=C2C=CC=CC2=CC=2OC3=C(C21)C=CC=C3